C1(CCCCC1)NP(N)(N)=S cyclohexylthiophosphoric triamide